2,2-dimethyl-1-phenylpropyl (3R)-4-(2'-ethoxy-6-{[(3R)-1-methylpyrrolidin-3-yl]carbamoyl}-[2,3'-bipyridin]-5-yl)-3-ethylpiperazine-1-carboxylate C(C)OC1=NC=CC=C1C1=NC(=C(C=C1)N1[C@@H](CN(CC1)C(=O)OC(C(C)(C)C)C1=CC=CC=C1)CC)C(N[C@H]1CN(CC1)C)=O